(S)-6-((4,4-difluoropyrrolidin-3-yl)oxy)-1-(2,2,2-trifluoroethyl)-1H-indazole hydrochloride Cl.FC1([C@H](CNC1)OC1=CC=C2C=NN(C2=C1)CC(F)(F)F)F